CC1N2C(C(=CC=3C=C(C=C(OC1)C23)[N+](=O)[O-])C(=O)OCC)=O ethyl 2-methyl-7-nitro-12-oxo-4-oxa-1-azatricyclo[7.3.1.05,13]trideca-5,7,9(13),10-tetraene-11-carboxylate